C(C)(C)(C)OC(=O)NC1=CC=C(C=N1)N1CC2=CC=C(C=C2CC1(C)C)C(=O)OC methyl 2-[6-(tert-butoxycarbonylamino)-3-pyridyl]-3,3-dimethyl-1,4-dihydroisoquinoline-6-carboxylate